2'-fluoro-4'-methoxyuridine-3'-phosphorothioate P(O)(O)(=S)O[C@H]1[C@]([C@@H](O[C@@]1(CO)OC)N1C(=O)NC(=O)C=C1)(O)F